CCCCCCCCCCCCCC(=O)O[C@H](COC(=O)CCCCCCC/C=C\CCCCCC)COP(=O)([O-])OCC[N+](C)(C)C 1-(9Z-hexadecenoyl)-2-tetradecanoyl-glycero-3-phosphocholine